(S)-3-(1-acetylazetidin-3-yl)-1-(5-chloro-3-fluoropyridin-2-yl)-4-(4-(trifluoromethyl)benzyl)-piperazine-2,5-dione C(C)(=O)N1CC(C1)[C@H]1C(N(CC(N1CC1=CC=C(C=C1)C(F)(F)F)=O)C1=NC=C(C=C1F)Cl)=O